C1(CC1)C1=C(N=CO1)C(=O)N1CCC2(C(N3[C@H](O2)CC[C@H]3C3=CC(=CC(=C3)F)F)=O)CC1 (5'S,7a'R)-1-(5-cyclopropyl-1,3-oxazole-4-carbonyl)-5'-(3,5-difluorophenyl)tetra-hydro-3'H-spiro[piperidine-4,2'-pyrrolo[2,1-b][1,3]oxazol]-3'-one